1,3-di-(pyridin-2-yl)propane-1,3-dione ethyl-4-methoxyisoxazole-3-carboxylate C(C)OC(=O)C1=NOC=C1OC.N1=C(C=CC=C1)C(CC(=O)C1=NC=CC=C1)=O